ethyl (2S)-2-[[(2S,5R)-2-(acetamidomethyl)-3-methyl-7-oxo-1,6-diazabicyclo[3.2.1]oct-3-en-6-yl]oxy]-2-fluoro-acetate C(C)(=O)NC[C@H]1N2C(N([C@H](C=C1C)C2)O[C@H](C(=O)OCC)F)=O